FC1=C(C(=O)O)C(=CC(=C1)N1CCC(CC1)O)F 2,6-difluoro-4-(4-hydroxypiperidin-1-yl)benzoic acid